2-{1-[2-(4-chloro-phenoxy)-propoxylimino]-propyl}-5-(2-ethylsulfanyl-propyl)-3-hydroxy-cyclohex-2-enone ClC1=CC=C(OC(CON=C(CC)C=2C(CC(CC2O)CC(C)SCC)=O)C)C=C1